triglycerin behenate C(CCCCCCCCCCCCCCCCCCCCC)(=O)O.OCC(O)CO.OCC(O)CO.OCC(O)CO